S1(CC=CC=C1)(=O)=O thiopyran 1,1-dioxide